(S)-2-((S)-2-acetamido-3-(1H-indol-3-yl)propionylamino)-6-diazo-5-oxohexanoic acid C(C)(=O)N[C@H](C(=O)N[C@H](C(=O)O)CCC(C=[N+]=[N-])=O)CC1=CNC2=CC=CC=C12